tert-butyl (S)-2-((4-methyl-3-((1-(2-methyl-7-(thiazol-2-yl)quinolin-5-yl)cyclopropyl)carbamoyl)phenoxy)methyl)azetidine-1-carboxylate CC1=C(C=C(OC[C@H]2N(CC2)C(=O)OC(C)(C)C)C=C1)C(NC1(CC1)C1=C2C=CC(=NC2=CC(=C1)C=1SC=CN1)C)=O